C1(=CC=CC=C1)[C@H]1[C@@H](CN(C1)C(=O)OC(C)(C)C)C(NC1=CC(=CC=C1)OC1=CC=CC=C1)=O |r| tert-Butyl (±)-trans-4-Phenyl-3-[(3-phenoxyphenyl)carbamoyl]pyrrolidine-1-carboxylate